2-[(2R)-3-(3,4-dihydro-1H-isoquinolin-2-yl)-2-hydroxy-propyl]-6-(4-methyl-3-oxo-piperazin-1-yl)-3,4-dihydroisoquinolin-1-one C1N(CCC2=CC=CC=C12)C[C@H](CN1C(C2=CC=C(C=C2CC1)N1CC(N(CC1)C)=O)=O)O